(E)-2-(4-methylbenzylidene)-7-bromo-1-tetralone CC1=CC=C(\C=C/2\C(C3=CC(=CC=C3CC2)Br)=O)C=C1